diethyl ((3-bromo-5-(2-methyl-1H-imidazol-5-yl)-7-(4,4,4-trifluorobutoxy) benzo[b]thiophen-2-yl)difluoromethyl)phosphonate BrC=1C2=C(SC1C(F)(F)P(OCC)(OCC)=O)C(=CC(=C2)C2=CN=C(N2)C)OCCCC(F)(F)F